1-BENZYL-5-CHLORO-2,3,6,7-TETRAHYDRO-1H-AZEPINE-4-CARBALDEHYDE HYDROCHLORIDE Cl.C(C1=CC=CC=C1)N1CCC(=C(CC1)Cl)C=O